C(C)(C)(C)C1=NC(=NO1)C(=O)NCC1=C(C=C(C=C1)C1=C(C=NC=C1)N1CCN(CC1)C#CC)C 5-(tert-butyl)-N-(2-methyl-4-(3-(4-propynylpiperazin-1-yl)pyridin-4-yl)benzyl)-1,2,4-oxadiazole-3-carboxamide